C[C@@H]1N(CC1)C1=NC(=CC(=N1)C=1C=NN(C1)CC(=O)O)C(F)(F)F 2-[4-[2-[(2S)-2-methylazetidin-1-yl]-6-(trifluoromethyl)pyrimidin-4-yl]pyrazol-1-yl]acetic acid